(1H-indol-6-yl)(3-(phenoxymethyl)-8-azabicyclo[3.2.1]octan-8-yl)methanone N1C=CC2=CC=C(C=C12)C(=O)N1C2CC(CC1CC2)COC2=CC=CC=C2